{3-(4-fluorophenyl)-4-[6-(1-methyl-1H-1,2,3-triazol-4-yl)furo[2,3-d]pyrimidin-4-yl]-1H-pyrazol-1-yl}-1λ6-thietane-1,1-dione FC1=CC=C(C=C1)C1=NN(C=C1C=1C2=C(N=CN1)OC(=C2)C=2N=NN(C2)C)C2S(CC2)(=O)=O